N-((1S,2S)-2-Hydroxycyclopentyl)-6-((7-(tert-butyl)-3-(5-methylisoxazol-3-yl)-[1,2,4]triazolo[4,3-b]pyridazin-6-yl)oxy)nicotinamide O[C@@H]1[C@H](CCC1)NC(C1=CN=C(C=C1)OC=1C(=CC=2N(N1)C(=NN2)C2=NOC(=C2)C)C(C)(C)C)=O